O1CCC(C2=CC=CC=C12)NC(=O)[C@@H]1C2(C[C@@H]3OCC[C@@H](C(N31)=O)NC([C@H](CC)N(C(OC(C)(C)C)=O)C)=O)CCCC2 tert-butyl ((2S)-1-(((4'S,7'S,9a'S)-7'-(chroman-4-ylcarbamoyl)-5'-oxohexahydro-7'H-spiro[cyclopentane-1,8'-pyrrolo[2,1-b][1,3]oxazepin]-4'-yl)amino)-1-oxobutan-2-yl)(methyl)carbamate